(S)-2-amino-2-(4,4-difluorocyclohexyl)-N-(4-((R)-1-(4-methyl-2-oxo-2,3-dihydro-1H-imidazol-1-yl)ethyl)pyridin-2-yl)acetamide N[C@H](C(=O)NC1=NC=CC(=C1)[C@@H](C)N1C(NC(=C1)C)=O)C1CCC(CC1)(F)F